(2R,4S)-rel-N-[[4-(2,3-dichloro-6-hydroxyphenyl)piperidin-2-yl]methyl]oxetane-3-carboxamide ClC1=C(C(=CC=C1Cl)O)[C@@H]1C[C@@H](NCC1)CNC(=O)C1COC1 |o1:9,11|